OCC=1N=C2N(C(C1)=O)C=CC=C2 hydroxymethyl-4H-pyrido[1,2-a]pyrimidin-4-one